CNS(=O)(=O)C N-Methylmethanesulfonamide